C(C#C)(=O)N[C@@H](C)C(=O)OC Methyl propioloyl-L-alaninate